FC1=C2CC(CC2=C(C=C1NC([C@@H](C)N(C)C)=O)F)(CO)O (2R)-N-[4,7-difluoro-2-hydroxy-2-(hydroxymethyl)indan-5-yl]-2-(dimethylamino)propanamide